[Au].[Y] yttrium-gold